N1([C@H](CCCC1)C(=O)OC)C1CCN(CC1)C(=O)OC(C)(C)C 1'-tert-butyl 2-methyl (2R)-1,4'-bipiperidine-1',2-dicarboxylate